CN1C(=NN=C1)C1CCN(CC1)C1=C(C=CC=C1C#N)C1=CC=CC=C1 2-(4-(4-methyl-4H-1,2,4-triazol-3-yl)piperidin-1-yl)-[1,1'-biphenyl]-3-carbonitrile